FC1=CC=C2C(=C(N(C2=C1)C(=O)N1CCC(CC1)(C(=O)O)C1=CC=C(C=C1)F)CCOC)CC1CCC(CC1)OC(C)C 1-(6-fluoro-3-(((1r,4r)-4-isopropoxycyclohexyl)methyl)-2-(2-methoxyethyl)-1H-indole-1-carbonyl)-4-(4-fluorophenyl)piperidine-4-carboxylic acid